1-{4-[(pyridin-2-yl)sulfamoyl]phenyl}-3-(pyridin-3-ylmethyl)urea N1=C(C=CC=C1)NS(=O)(=O)C1=CC=C(C=C1)NC(=O)NCC=1C=NC=CC1